Tris(Hydroxymethyl)-Methylamine OCC(N)(CO)CO